5-fluoro-6-methyl-1-(oxan-2-yl)indazol-3-ylboronic acid FC=1C=C2C(=NN(C2=CC1C)C1OCCCC1)B(O)O